2-bromo-2-methylpropanenitrile BrC(C#N)(C)C